lithium triethylammonium C(C)[NH+](CC)CC.[Li+]